N[C@H](C(=O)N[C@H](C(=O)O)CC1=CC(=C(C=C1)OC)OC)CCCCNC(=O)OCC1=C(C=CC=C1)Cl (2S)-2-[[(2S)-2-amino-6-[(2-chlorophenyl)methoxycarbonylamino]hexanoyl]amino]-3-(3,4-dimethoxyphenyl)propanoic acid